3-hydroxy-N-[[4-(4-methylthiazol-5-yl)phenyl]methyl]pyrrolidine-2-carboxamide OC1C(NCC1)C(=O)NCC1=CC=C(C=C1)C1=C(N=CS1)C